p-trifluorovinyloxy-biphenyl FC(=C(F)F)OC1=CC=C(C=C1)C1=CC=CC=C1